Octylphosphat C(CCCCCCC)OP(=O)([O-])[O-]